CC1=NOC(=C1C=1C=NC=2CCN(CC2C1)C1=C(C=CC=N1)C)C 6-[3-(3,5-dimethylisoxazol-4-yl)-7,8-dihydro-5H-1,6-naphthyridin-6-yl]-5-methyl-pyridine